C(#N)C=1C=CC(=NC1)CN(C(C(=O)OCC(F)(F)F)=O)CC1=NC=CC=N1 2,2,2-Trifluoroethyl 2-[(5-cyano-2-pyridyl)methyl-(pyrimidin-2-ylmethyl)amino]-2-oxo-acetate